C1(CC1)C1=NN2C(C=C(C=C2)N2CC3(C2)CN(C3)C(=O)[C@@H]3COCC3)=C1N(C=1SC(=C(N1)C1=CC=C(C=C1)F)C#N)C (S)-2-((2-cyclopropyl-5-(6-(tetrahydrofuran-3-carbonyl)-2,6-diazaspiro[3.3]heptan-2-yl)pyrazolo[1,5-a]pyridin-3-yl)(methyl)amino)-4-(4-fluorophenyl)thiazole-5-carbonitrile